4-hydroxy-4'-cyanobiphenyl OC1=CC=C(C=C1)C1=CC=C(C=C1)C#N